tert-butyl 6-fluoro-7-hydroxy-2-azaspiro[3.5]nonane-2-carboxylate FC1CC2(CN(C2)C(=O)OC(C)(C)C)CCC1O